OCC1(C(NCC1)=O)N1NC(=CC=C1)COC=1C=CC2=C(C=C(O2)C)C1 N-(3-(Hydroxymethyl)-2-oxopyrrolidin-3-yl)-2-methyl-5-(pyridazin-3-ylmethoxy)benzofuran